(4-((1,3-bis((4-cyclohexylbutyryl)oxy)propan-2-yl)oxy)-4-oxobutyl)ammonium chloride [Cl-].C1(CCCCC1)CCCC(=O)OCC(COC(CCCC1CCCCC1)=O)OC(CCC[NH3+])=O